7-chloro-8-fluoro-4H-chromeno[3,4-d]thiazole ClC=1C(=CC2=C(C1)OCC=1N=CSC12)F